OC1=CC=C(C=C1)CC[Si](OCC)(OCC)OCC 2-(p-hydroxyphenyl)ethyltriethoxysilane